N-(2-(4-Bromocinnamylamino)ethyl)-5-isoquinolinesulfonamide BrC1=CC=C(C=CCNCCNS(=O)(=O)C=2C=3C=CN=CC3C=CC2)C=C1